FC=1C=C(C=CC1OC)C=1N=C2N(C(C1)=O)C=C(C=C2)N2C[C@@H]1N(CC[C@@H]1C2)C 2-(3-fluoro-4-methoxyphenyl)-7-[(3ar,6ar)-1-methylhexahydropyrrolo[3,4-b]pyrrol-5(1H)-yl]-4H-pyrido[1,2-a]pyrimidin-4-one